C(C)(C)(C)OC(N(C[C@H]1NC(CC1)=O)CC1=C(C=C(C=C1)C1=NC=CC(=C1Cl)C1=C(C(=CC=C1)NC(C1=NC=C(C=C1)C=O)=O)Cl)OC)=O.COC1=[NH+]C=CC=C1 2-methoxypyridinium tert-butyl-(S)-(4-(3-chloro-4-(2-chloro-3-(5-formylpicolinamido)phenyl)pyridin-2-yl)-2-methoxybenzyl)((5-oxopyrrolidin-2-yl)methyl)carbamate